N[C@H](C(=O)OC)CNC(=O)OC(C)(C)C methyl (S)-2-amino-3-((tert-butoxycarbonyl)amino)propanoate